O1CCN(CC1)C1=CC=C(C=N1)S(=O)(=O)N[C@@H]1CN(CC1)C(=O)OC(C)(C)C (S)-tert-Butyl 3-(6-morpholinopyridine-3-sulfonamido)pyrrolidine-1-carboxylate